2,3,4,5-tetrahydro-benzothiepin-1,1-dioxide S1(CCCCC2=C1C=CC=C2)(=O)=O